Cl.Cl.NC(C(=O)OC)CN methyl 2,3-diaminopropionate dihydrochloride